(rac)-2'-{6-amino-5-[3-(methanesulfonyl)phenyl]pyridin-3-yl}-N-ethyl-5',6'-dihydrospiro[pyrrolidine-3,4'-pyrrolo[1,2-b]pyrazole]-1-carboxamide NC1=C(C=C(C=N1)C=1C=C2N(N1)CC[C@]21CN(CC1)C(=O)NCC)C1=CC(=CC=C1)S(=O)(=O)C |r|